1-ethyl-4-butyl-1,2,3-triazole C(C)N1N=NC(=C1)CCCC